N1=C2N(C=C1C(=O)OC)CCC2 Methyl 6,7-dihydro-5H-pyrrolo[1,2-a]imidazole-2-carboxylate